COC(=O)C=1C=2N(C=C(C1)C1CC1)C=C(N2)CN2N=NC(=C2)CO 6-cyclopropyl-2-((4-(hydroxymethyl)-1H-1,2,3-triazol-1-yl)methyl)imidazo[1,2-a]Pyridine-8-carboxylic acid methyl ester